C(C=C)(=O)N1CCC2=CC=C(C=C12)C1=C2C(=C(NC2=C(C=C1)C(=O)N)C)C 4-(1-acryloylindolin-6-yl)-2,3-dimethyl-1H-indole-7-carboxamide